C1(=CC=C(C=C1)C1=NC(=NC(=N1)C1=CC=CC=C1)C1=C(C=CC=C1)C1=CC=2C3(C4=CC=C(C=C4C2C=C1)C#N)CCCC3)C3=CC=CC=C3 2'-(2-(4-([1,1'-biphenyl]-4-yl)-6-phenyl-1,3,5-triazin-2-yl)phenyl)spiro[cyclopentane-1,9'-fluorene]-6'-carbonitrile